C(C)(CC)OC(CC1=CC(=C(C=C1)O)OC)=O 2-(4-Hydroxy-3-methoxy-phenyl)acetic acid sec-butyl ester